CC(C)(C(C)(C1=CC=C(C=C1)C)C)C1=CC=C(C=C1)C 2,3-Dimethyl-2,3-di(p-methylphenyl)butane